CC1=CC=C(C=C1)S(=O)(=O)OCCOCCOCCOCCOCCOCCOS(=O)(=O)C1=CC=C(C=C1)C 2-[2-[2-[2-[2-[2-(4-methylphenyl)-sulfonyloxyethoxy]ethoxy]ethoxy]ethoxy]ethoxy]ethyl 4-methylbenzenesulfonate